2-(2,6-dioxopiperidin-3-yl)-5-(2-(2-hydroxyethoxy)ethoxy)isoindoline-1,3-dione O=C1NC(CCC1N1C(C2=CC=C(C=C2C1=O)OCCOCCO)=O)=O